2-(4-cyclopropyl-6-methoxypyrimidin-5-yl)-7-oxopyrido[2,3-d]pyrimidin C1(CC1)C1=NC=NC(=C1C=1N=CC=2C(N1)=NC(CC2)=O)OC